COC(C1=CC=C(C=C1)OC1=CC(=CC(=C1)OC1=CC=C(C=C1)F)NC(=O)NC1=CC=C(C=C1)C(C)=O)=O methyl-4-(3-(3-(4-acetylphenyl)ureido)-5-(4-fluorophenoxy)phenoxy)benzoate